3-(4-bromo-phenylamino)-N,N-dimethyl-propionamide BrC1=CC=C(C=C1)NCCC(=O)N(C)C